C(C)(=O)N1[C@H]([C@@H]([C@H](C2=CC(=CC=C12)C(NCCO[Si](C)(C)C(C)(C)C)=O)NC(OCC1=CC=CC=C1)=O)C)C1CC1 benzyl ((2S,3R,4R)-1-acetyl-6-((2-((tert-butyldimethylsilyl) oxy)ethyl) carbamoyl)-2-cyclopropyl-3-methyl-1,2,3,4-tetrahydroquinolin-4-yl)carbamate